N-(3-methoxy-4-(1H-pyrrolo[2,3-b]pyridin-5-yl)phenyl)-4-morpholinobenzamide COC=1C=C(C=CC1C=1C=C2C(=NC1)NC=C2)NC(C2=CC=C(C=C2)N2CCOCC2)=O